1,2-dicyanopropane-3-amine C(#N)CC(CN)C#N